FC(C(=O)O)(F)F.C(N)(=O)C1=[N+](C=CC(=C1)C1CNCCO1)[O-] 2-carbamoyl-4-(morpholin-2-yl)pyridine 1-oxide, trifluoroacetic acid salt